C(#N)C=1C(=CC(=NC1)NC(=O)N1C2CC(C3=CC=C(N=C13)C=O)(C2)NC(CC)=O)NCCOC N-(5-cyano-4-((2-methoxyethyl)amino)pyridin-2-yl)-4-propionylamino-7-formyl-3,4-dihydro-2,4-methylene-1,8-naphthyridine-1(2H)-carboxamide